C(CCCCCCCCCCCCCCCCCCC)CCCCCCCCCCCCCCCCCCC n-eicosyl-nonadecane